C\C=C/C=C cis-2,4-pentadiene